C(C=C)C=1C=CC(=C(C1)C1=NOC(=C1)CN1CCN(CC1)C)OC(F)(F)F 3-(5-allyl-2-(trifluoromethoxy)phenyl)-5-((4-methylpiperazine-1-yl)methyl)isoxazole